[Cl-].C(CCCCCCCCCCCC)[N+](CCOC1=CC=CC=C1)(C)C Tridecyl-dimethyl-2-phenoxyethyl-ammonium chloride